ClC1=CC=C(C(=N1)C(=O)O)N[C@H](C)C1=CC(=CN2C1=NC(=C(C2=O)C#N)N2[C@@H](CN(CC2)C2=CC=C(C=C2)C#N)C)C 6-chloro-3-(((R)-1-(3-cyano-2-((R)-4-(4-cyanophenyl)-2-methylpiperazin-1-yl)-7-methyl-4-oxo-4H-pyrido[1,2-a]pyrimidin-9-yl)ethyl)amino)picolinic acid